C(C)(C)(C)N1N=CC(=C1)NC1=NC=C(C(=N1)NC\C=C\C=C\CC)C(=O)N 2-((1-tert-butyl-1H-pyrazol-4-yl)amino)-4-(((2E,4E)-hept-2,4-dien-1-yl)amino)pyrimidin-5-carboxamide